[Si](C)(C)(C(C)(C)C)OCCN1N=CC(=C1C=O)I 1-(2-((tert-butyldimethylsilyl)oxy)ethyl)-4-iodo-1H-pyrazole-5-carbaldehyde